C(=O)C1=C(C2=CC=CC=C2C=C1)C(C=CC(=O)[O-])=CC1=CC=CC=C1 4-(2-formylnaphthalen-1-yl)-5-phenyl-2,4-pentadienoate